NCCCC(=O)NC(C(=O)O)CCN(CCCCC1=NC=2NCCCC2C=C1)C1CC1 2-(4-aminobutanoylamino)-4-[cyclopropyl-[4-(5,6,7,8-tetrahydro-1,8-naphthyridin-2-yl)butyl]amino]butanoic acid